octdecanol C(CCCCCCCCCCCCCCCCC)O